C12(CNCC2CCC1)NC(=O)NS(=O)(=O)C1=CC=C(C)C=C1 1-(3-azabicyclo[3.3.0]octyl)-3-p-toluenesulfonyl-urea